8-cyclohexyl-9,10-dihydro-9-oxa-10-phosphaphenanthrene-10-oxide C1(CCCCC1)C=1C=CC=C2C=3C=CC=CC3P(OC12)=O